[C@H]12CN(C[C@H](CC1)N2)C2=NC(=NC=1C(=C(C3=C(C21)C=C(O3)C)C3=CC=CC2=C3N=C(S2)N)F)OC[C@]23CCCN3C[C@@H](C2)F 4-(1-((1R,5S)-3,8-diazabicyclo[3.2.1]octan-3-yl)-5-fluoro-3-(((2R,7aS)-2-fluorotetrahydro-1H-pyrrolizin-7a(5H)-yl)methoxy)-8-methylfuro[3,2-f]quinazolin-6-yl)benzo[d]thiazol-2-amine